C(=C\C=C/CCCC[C@@H]1[C@H](CCCCCCCC)O1)O (3Z,6Z,9R,10S)-9,10-epoxy-octadecadienol